C[N+]1=CN([C@H]2[C@H](O)[C@H](O)[C@@H](CO)O2)C=2N=CN=C(C12)O N-methylinosine